Cl.FC1=CC=C(C(=C1N)OC)CCC1=CC(=C(C(=C1)OC)OC)OC 6-fluoro-2-methoxy-3-(3,4,5-trimethoxyphenethyl)aniline hydrochloride